C1(CC1)C=1NC(=NN1)C=1C(=CC(=C(C1)NC(=O)C=1C=NN2C1C=C(C=C2)OC)C)F N-[5-(5-Cyclopropyl-4H-1,2,4-triazol-3-yl)-4-fluoro-2-methylphenyl]-5-methoxypyrazolo[1,5-a]pyridine-3-carboxamide